(1S,3s)-3-(2-((R)-1-(((R)-tert-butylsulfinyl)amino)ethyl)-4-fluorophenoxy)cyclobutane-1-carboxylic acid methyl ester COC(=O)C1CC(C1)OC1=C(C=C(C=C1)F)[C@H](C)N[S@](=O)C(C)(C)C